NC1=NC=CC=C1S(=O)(=O)NC(=O)C=1C(=NC(=CC1)C1=CC(=C(C=C1)OC)F)N1C(C[C@@H](C1)C)(C)C N-[(2-Amino-3-pyridyl)sulfonyl]-6-(3-fluoro-4-methoxyphenyl)-2-[(4S)-2,2,4-trimethylpyrrolidin-1-yl]pyridin-3-carboxamid